pyrazine 1-oxide [N+]1(=CC=NC=C1)[O-]